7-methyl-2-(4-methylphenyl)-4H-benzoquinolin-4-one CC1=CC=CC=2C1=CC=C1C(CC(=NC21)C2=CC=C(C=C2)C)=O